CC1N(C(C2=CC=C(C=C12)N1CCNCC1)=O)C1C(NC(CC1)=O)=O 3-(3-methyl-1-oxo-5-(piperazin-1-yl)isoindolin-2-yl)piperidine-2,6-dione